NC=1C(=NC(=C(C(=O)OC)C1)C)C1=CC=C(C=C1)C(C)(C)C methyl 5-amino-6-(4-(tert-butyl) phenyl)-2-methylnicotinate